4-Methoxy-6-[4-(trifluoromethyl)pyrazol-1-yl]-2-[[2-(trifluoromethyl)-4-pyridyl]methyl]pyrimidine COC1=NC(=NC(=C1)N1N=CC(=C1)C(F)(F)F)CC1=CC(=NC=C1)C(F)(F)F